benzyl (3-(3,3-difluoropyrrolidin-1-yl)cyclobutyl)carbamate FC1(CN(CC1)C1CC(C1)NC(OCC1=CC=CC=C1)=O)F